1'-[4-(difluoromethyl)benzenesulfonyl]-6'-methyl-1',2'-dihydrospiro[cyclohexane-1,3'-pyrazolo[1,5-a]imidazole] FC(C1=CC=C(C=C1)S(=O)(=O)N1C=2N(C3(C1)CCCCC3)N=C(C2)C)F